3-fluoro-1-(tetrahydro-2H-pyran-4-yl)-1H-pyrazolo[3,4-b]pyridine FC1=NN(C2=NC=CC=C21)C2CCOCC2